C1(CC1)C1=C(C=C(C=C1)C1=CC(=C2C(=N1)N=C(N2)N)N(C)CC2(CCCC2)COC)C(F)(F)F 5-[4-Cyclopropyl-3-(trifluoromethyl)phenyl]-N7-{[1-(methoxymethyl)cyclopentyl]methyl}-N7-methyl-1H-imidazo[4,5-b]pyridine-2,7-diamine